Br.Br.BrC1=CC=NC=2CNCCC12 4-bromo-5,6,7,8-tetrahydro-1,7-naphthyridine dihydrobromide